pyrazin-2-ylpyrazine N1=C(C=NC=C1)C1=NC=CN=C1